[Na].N1C2=C(C(=CC1)O)C1=C(S2)C=CC=C1 benzo[4,5]thieno[2,3-b]pyridin-4(1H)-ol sodium